C1(=CC=CC=C1)COC(=O)N1CCC2(CC1)COC1=C3CN(C(C3=C(C=C12)F)=O)[C@H](C(=O)N)CCC(=O)OC(C)(C)C (S)-7-(1-amino-5-(tert-butoxy)-1,5-dioxopentan-2-yl)-5-fluoro-6-oxo-7,8-dihydro-2H,6H-spiro[furo[2,3-e]isoindole-3,4'-piperidine]-1'-carboxylic acid phenylmethyl ester